ClC=1C(=NC=CC1)N1NC(CC1)=O (3-chloro-2-pyridyl)-3-pyrazolidone